(S)-2-chloro-4-(3-methyl-8-(6-(2-oxo-7-azaspiro[3.5]nonane-7-carbonyl)pyridin-3-yl)-2,8-diazaspiro[4.5]dec-2-yl)benzonitrile ClC1=C(C#N)C=CC(=C1)N1CC2(C[C@@H]1C)CCN(CC2)C=2C=NC(=CC2)C(=O)N2CCC1(CC(C1)=O)CC2